C12CN(CC2C1)C1=CC=C(C(=N1)Br)CN1N=NC(=C1)C(=O)OCC ethyl 1-[(6-{3-azabicyclo[3.1.0]hex-3-yl}-2-bromopyridin-3-yl) methyl]-1H-1,2,3-triazole-4-carboxylate